CN(C(CN(CC[C@@H](C(=O)O)NC1=NC=CC(=C1)C1=CC=CC=C1)CCCCC1=NC=2NCCCC2C=C1)=O)C (S)-4-((2-(dimethylamino)-2-oxoethyl)(4-(5,6,7,8-tetrahydro-1,8-naphthyridin-2-yl)butyl)amino)-2-((4-phenylpyridin-2-yl)amino)butanoic acid